perfluorohexene Ethyl-(3S)-1-[3-[4-(o-tolyl)-2-oxo-chromen-7-yl]butanoyl]piperidine-3-carboxylate C(C)OC(=O)[C@@H]1CN(CCC1)C(CC(C)C1=CC=C2C(=CC(OC2=C1)=O)C1=C(C=CC=C1)C)=O.FC(=C(C(C(C(C(F)(F)F)(F)F)(F)F)(F)F)F)F